C=1N=CN2C1C1=CC=CC=C1C2 5H-imidazo[5,1-a]isoindol